tert-butyl 3-(5-(3-bromo-5-fluoro-2-hydroxyphenyl)-2-methylpyridin-3-yl)-3,8-diazabicyclo[3.2.1]octane-8-carboxylate BrC=1C(=C(C=C(C1)F)C=1C=C(C(=NC1)C)N1CC2CCC(C1)N2C(=O)OC(C)(C)C)O